FC(C1=CC=C(C=C1)C(C)=O)(F)F 1-(4-trifluoromethylphenyl)ethanone